4-[2-(4-Fluorophenyl)-4,5,6,7-tetrahydropyrazolo[1,5-a]pyridin-3-yl]-1H-pyrrolo[2,3-b]pyridine FC1=CC=C(C=C1)C1=NN2C(CCCC2)=C1C1=C2C(=NC=C1)NC=C2